Kalium acetat Kalium acetat C(C)(=O)[O-].[K+].C(C)(=O)[O-].[K+]